BrC1=C2C(=NC(=C1)C#N)NC=C2 4-bromo-1H-pyrrolo[2,3-b]pyridine-6-carbonitrile